FC1(CCC(CC1)NCCCC[C@H](C)OC1=C(C=CC(=C1)C)S(=O)(=O)N1[C@@H](CCC1)C(=O)O)F ((2-(((S)-6-((4,4-Difluorocyclohexyl)amino)hexan-2-yl)oxy)-4-methylphenyl)sulfonyl)-L-proline